COCOC1=C(C=CC=C1)C=1C=C2N3CCN(C[C@@H]3CNC2=NN1)C1=NC=C(C=N1)N1C[C@@H](N(CC1)C(=O)OC(C)(C)C)C tert-butyl (2S)-4-[2-[(10S)-4-[2-(methoxymethoxy)phenyl]-1,5,6,8,12-pentazatricyclo[8.4.0.02,7]tetradeca-2,4,6-trien-12-yl]pyrimidin-5-yl]-2-methyl-piperazine-1-carboxylate